C(C)(C)(C)OC(=O)N(CCC1CC1)C[C@@H]1N(C2=CC(=C(C(=C2C1)F)N1S(NC(C1)=O)(=O)=O)O)C(=O)OC(C)(C)C tert-butyl (2R)-2-{[(tert-butoxycarbonyl)(2-cyclopropylethyl)amino]methyl}-4-fluoro-6-hydroxy-5-(1,1,4-trioxo-1λ6,2,5-thiadiazolidin-2-yl)-2,3-dihydro-1H-indole-1-carboxylate